4-((2-(1H-pyrazol-4-yl)ethyl)amino)-N-(1-(benzofuran-2-yl)ethyl)-5,6-dimethylpyrimidine-2-carboxamide N1N=CC(=C1)CCNC1=NC(=NC(=C1C)C)C(=O)NC(C)C=1OC2=C(C1)C=CC=C2